((3R)-4-amino-3-methyl-1,3-dihydrofuro[3,4-c][1,7]naphthyridin-8-yl)((3R,5S)-3-(6-ethoxy-3-pyridazinyl)-5-methyl-4-morpholinyl)methanone NC1=NC=2C=NC(=CC2C2=C1[C@H](OC2)C)C(=O)N2[C@@H](COC[C@@H]2C)C=2N=NC(=CC2)OCC